C(C)(C)(C)OC(=O)N1CCC(CC1)(O)C1=CC=C(C=C1)Br.O[C@@H]1C[C@@H](CCC1)NC1=NC=C(C=N1)C(=O)N 2-(((1R,3S)-3-hydroxycyclohexyl)amino)pyrimidine-5-carboxamide tert-butyl-4-(4-bromophenyl)-4-hydroxypiperidine-1-carboxylate